BrC=1C(=C(COC=2C=C3CCCC(C3=CC2)NC)C=CC1)Cl 6-((3-bromo-2-chlorobenzyl)oxy)-N-methyl-1,2,3,4-tetrahydronaphthalen-1-amine